OC(CC(=O)[O-])CCCCCCCCCCCC 3-hydroxypentadecanoate